COC1=CC=C(CN2N=CC=3C([C@@H]([C@H](CC23)C)C(=O)[O-])=O)C=C1 (5R,6S)-1-(4-methoxybenzyl)-6-methyl-4-oxo-4,5,6,7-tetrahydro-1H-indazole-5-carboxylate